tert-butyl (tert-butoxycarbonyl)(4-cyano-1-(2-(difluoromethyl)-4-iodo-6-methylphenyl)-1H-pyrazol-3-yl)carbamate C(C)(C)(C)OC(=O)N(C(OC(C)(C)C)=O)C1=NN(C=C1C#N)C1=C(C=C(C=C1C)I)C(F)F